BrC1=CC(=C2C(=NC=NC2=C1)NC=1C(=C2C=CC=NC2=CC1)F)O[C@H](C)C1=NC=CC=N1 (R)-7-bromo-N-(5-fluoroquinolin-6-yl)-5-(1-(pyrimidin-2-yl)ethoxy)-quinazolin-4-amine